CC1=CC(SC1(C)C)=C(C#N)C#N 2-(4,5,5-trimethyl-2(5H)-thiophenylidene)-propanedinitrile